benzyl N-[3-({3-[6-(hydroxymethyl)pyridin-2-yl]-1-(oxan-2-yl)-1H-indazol-5-yl}oxy)propyl]carbamate OCC1=CC=CC(=N1)C1=NN(C2=CC=C(C=C12)OCCCNC(OCC1=CC=CC=C1)=O)C1OCCCC1